octyldodecyl-oleic acid C(CCCCCCC)C(C(=O)O)(CCCCCC\C=C/CCCCCCCC)CCCCCCCCCCCC